C(C)(C)(C)[S@@](=O)\N=C(/C)\C1(CCN(CC1)C(=O)OC(C)(C)C)C (R,E)-tert-Butyl 4-(1-(tert-butylsulfinylimino)ethyl)-4-methylpiperidine-1-carboxylate